ClC1=C(C(=O)N2COC3=C(C2)C=CC=C3C3=CC(=C(C(=O)O)C=C3F)N3C2COCC3CC2)C(=CC(=C1)N1CC2(C1)OCC(CO2)C)Cl 4-[3-[2,6-Dichloro-4-(7-methyl-5,9-dioxa-2-azaspiro[3.5]nonan-2-yl)benzoyl]-2,4-dihydro-1,3-benzoxazin-8-yl]-5-fluoro-2-(3-oxa-8-azabicyclo[3.2.1]oct-8-yl)benzoic acid